FC(OC1=C(C(=O)N[C@H]2[C@H](C2)F)C(=CC(=C1)C=1C=NN2C1C=CC(=C2)C2(CCC2)C(=O)N2CCOCC2)OC)F 2-(difluoromethoxy)-N-[(1R,2S)-2-fluorocyclopropyl]6-methoxy-4-[6-[1-(morpholine-4-carbonyl)cyclobutyl]pyrazolo[1,5-a]pyridin-3-yl]benzamide